1H-indole-5-carbonyl-phosphonic acid N1C=CC2=CC(=CC=C12)C(=O)P(O)(O)=O